FC1(C2(CC1(C2)C2=CC=C(C=C2)C(F)(F)F)C(=O)Cl)F 2,2-difluoro-3-(4-(trifluoromethyl)phenyl)bicyclo[1.1.1]pentane-1-carbonyl chloride